(4R)-4-benzyl-3-[(2R,3s)-3-hydroxy-2,4-dimethyl-pentanoyl]oxazolidin-2-one C(C1=CC=CC=C1)[C@H]1N(C(OC1)=O)C([C@@H]([C@H](C(C)C)O)C)=O